FC1(CC2(C1)CC(NCC2)C=2C=CC(=NC2N2CC(C2)(F)F)C(=O)OC)F Methyl 5-(2,2-difluoro-7-azaspiro[3.5]nonan-6-yl)-6-(3,3-difluoroazetidin-1-yl)pyridine-2-carboxylate